(S)-6-(bromomethyl)-3-(cyclopropyl(4-methoxypyridin-2-yl)methyl)-8-(1-ethyl-3-(trifluoromethyl)-1H-pyrazol-4-yl)quinazolin-4(3H)-one BrCC=1C=C2C(N(C=NC2=C(C1)C=1C(=NN(C1)CC)C(F)(F)F)[C@H](C1=NC=CC(=C1)OC)C1CC1)=O